ClCC1=CC=C(C=C1)N1C(=NC=2C1=NC(=CC2)C2=NC=C(C=C2)OC(F)F)C=2C(=NC=CC2)N 3-(3-(4-(Chloromethyl)phenyl)-5-(5-(difluoromethoxy)pyridin-2-yl)-3H-imidazo[4,5-b]pyridin-2-yl)pyridin-2-amine